2-[4-[3-methyl-1-(1-methyl-2,6-dioxo-3-piperidyl)-2-oxo-benzimidazol-5-yl]-1-piperidyl]acetic acid hydrochloride Cl.CN1C(N(C2=C1C=C(C=C2)C2CCN(CC2)CC(=O)O)C2C(N(C(CC2)=O)C)=O)=O